9-bromo-5-chloro-7-iodo-2-phenyl-[1,2,4]triazolo[1,5-c]quinazoline BrC1=CC=2C=3N(C(=NC2C(=C1)I)Cl)N=C(N3)C3=CC=CC=C3